C(CCC)OP(=O)(O)O.C1(=CC=CC=C1)C=1C=CC=2NC3=CC=C(C=C3C2C1)C1=CC=CC=C1 3,6-diphenylcarbazole butyl-phosphate